allylthiourea C(C=C)NC(=S)N